C1([C@H](O)[C@@H](O)[C@H](O)[C@H](O1)CO)O[C@H]1[C@@H](C(CO)(O)O[C@@H]1CO)O D-glucopyranosyl-(1→4)-D-fructofuranose